1-((cis)-bicyclo[3.1.0]hexan-3-yl)-4-((6-(pyridin-3-yl)pyridazin-3-yl)methyl)-1,4-dihydropyrazine-2,3-dione C12CC(CC2C1)N1C(C(N(C=C1)CC=1N=NC(=CC1)C=1C=NC=CC1)=O)=O